ClC1=C(C=C(C(=C1)CC1=CC(=C(C=C1)Cl)OC(F)(F)F)C)N=CN(C)CC N'-(2-chloro-4-(4-chloro-3-(trifluoromethoxy)benzyl)-5-methylphenyl)-N-ethyl-N-methylformimidamide